CC1=CNC2=NC=C(C=C21)C=2C=C1CCOCC1=C(C2)C2CC(N2)=O 4-(6-(3-methyl-1H-pyrrolo[2,3-b]pyridin-5-yl)isochroman-8-yl)azetidin-2-one